FC1=C(C=CC(=C1F)C=1C=NN(C1)C1OCCCC1)C=1CCN(CC1)C(=O)OC(C)(C)C tert-butyl 4-(2,3-difluoro-4-(1-(tetrahydro-2H-pyran-2-yl)-1H-pyrazol-4-yl)phenyl)-3,6-dihydropyridine-1(2H)-carboxylate